CC1=C(N=C(S1)[N+]=1N(N=NC1C1=CC=CC=C1)C1=CC=CC=C1)C dimethylthiazol-2-yl-2,5-diphenyltetrazolium